(S)-1-cyano-N-(1-(4-cyano-3-(trifluoromethoxy)phenyl)-1H-imidazol-4-yl)pyrrolidine-3-carboxamide (1S,3S)-methyl-3-((3-chloro-4-iodopyridin-2-yl)amino)cyclobutane-1-carboxylate COC(=O)C1CC(C1)NC1=NC=CC(=C1Cl)I.C(#N)N1C[C@H](CC1)C(=O)NC=1N=CN(C1)C1=CC(=C(C=C1)C#N)OC(F)(F)F